N[C@@H]([C@@H](C)CC)C(=O)OCC1=CC(=CC(=C1)[N+](=O)[O-])[N+](=O)[O-] 3,5-dinitrobenzyl L-isoleucinate